BrC1=C2N=C(C=NC2=CC=C1O)C=1C=NN(C1)C1OCCCC1 5-Bromo-3-(1-(tetrahydro-2H-pyran-2-yl)-1H-pyrazol-4-yl)quinoxalin-6-ol